((1S,3R)-2-(2,2-difluoroethyl)-3-methyl-2,3,4,9-tetrahydro-1H-pyrido[3,4-b]indol-1-yl)-5-(difluoromethoxy)-N-((S)-1-(3-fluoropropyl)pyrrolidin-3-yl)pyridin-3-amine FC(CN1[C@@H](C=2NC3=CC=CC=C3C2C[C@H]1C)C1=NC=C(C=C1N[C@@H]1CN(CC1)CCCF)OC(F)F)F